C1(CCC1)N(C(=O)NC1=C(C=CC=C1)OC(F)(F)F)CC1=CC=2N(C=C1)N=CC2 1-Cyclobutyl-1-(pyrazolo[1,5-a]pyridin-5-ylmethyl)-3-(2-(trifluoromethoxy)phenyl)urea